OCC1CCC(N1)=O 5-hydroxymethyl-2-pyrrolidinone